N1(CCOCC1)CC1=CC=C(COC2=C3CN(C(C3=CC=C2)=O)[C@H]2C(NC(CC2)=O)=O)C=C1 (R)-3-[4-(4-morpholin-4-ylmethyl-benzyloxy)-1-oxo-1,3-dihydro-isoindol-2-yl]-piperidine-2,6-dione